ClC1=CC(=C(C=C1)N1N=C(C=C1)OCC=C(C(C(=O)NC)=NOC)C)F 5-{[1-(4-chloro-2-fluorophenyl)-1H-pyrazol-3-yl]oxy}-2-(methoxyimino)-N,3-dimethyl-pent-3-enamide